NC1=NC=C(C=C1C(=O)OC)C1=CC2=C(C(=CC=C2C=C1)OC)NCC(=C)C#N methyl 2-amino-5-{8-[(2-cyano-2-methylideneethyl)amino]-7-methoxynaphthalen-2-yl}pyridine-3-carboxylate